Ethyl 4-(methoxymethyl)-6-(pyridin-3-ylmethoxy)-9H-pyrido[3,4-b]indole-3-carboxylate COCC1=C(N=CC=2NC3=CC=C(C=C3C21)OCC=2C=NC=CC2)C(=O)OCC